(S)-4-((2-((2-methylpyridin-3-yl)oxy)ethyl)(4-(5,6,7,8-tetrahydro-1,8-naphthyridin-2-yl)butyl)amino)-2-((6-(trifluoromethyl)pyrimidin-4-yl)amino)butanoic acid CC1=NC=CC=C1OCCN(CC[C@@H](C(=O)O)NC1=NC=NC(=C1)C(F)(F)F)CCCCC1=NC=2NCCCC2C=C1